1,4-di(methylamino)butane CNCCCCNC